2-(3-cyano-4,6-bis(trifluoromethyl)pyridin-2-yl-amino)-N-(4-fluorophenyl)-N-(2,2,2-trifluoroethyl)-acetamide C(#N)C=1C(=NC(=CC1C(F)(F)F)C(F)(F)F)NCC(=O)N(CC(F)(F)F)C1=CC=C(C=C1)F